trans-3-(3-pyridyl)acryloyl chloride N1=CC(=CC=C1)/C=C/C(=O)Cl